3-[(5-methyl-3-pyridinyl)sulfamoyl]propionic acid CC=1C=C(C=NC1)NS(=O)(=O)CCC(=O)O